11-cyclopropyl-7-methylsulfonyl-10-oxo-1,9-diazatricyclo[6.3.1.04,12]dodeca-2,4,6,8(12)-tetraene-2-carboxylic acid C1(CC1)C1C(NC=2C(=CC=C3C=C(N1C32)C(=O)O)S(=O)(=O)C)=O